[Co].ClC=1C=C(C(=NC1C=1OC=C(N1)CC)C=1OC=C(N1)CC)Cl dichloro[2,6-bis[4-(S)-ethyl-2-oxazolyl]pyridine] cobalt